NCN1C(C2=CC=C(C=C2C=N1)C=1C=NN(C1N1C(C2=CC=CC=C2C1=O)(C)C)C)=O (aminomethyl)-6-(5-(1,1-dimethyl-3-oxo-2,3-dihydro-1H-isoindol-2-yl)-1-methyl-1H-pyrazol-4-yl)phthalazin-1(2H)-one